C(CN(CC(C)O)CC(C)O)N(CC(C)O)CC(C)O 1,1',1'',1'''-Ethylendinitrilotetrapropan-2-ol